C(C1=CC=CC=C1)OC(NCCCOC=1C=C2C(=NN(C2=CC1)C1OCCCC1)C1=CC(=C(C(=C1)CO)C)F)=O benzyl-N-[3-({3-[3-fluoro-5-(hydroxymethyl)-4-methylphenyl]-1-(oxan-2-yl)-1H-indazol-5-yl}oxy)propyl]carbamate